FC(CCl)(Cl)F 1,1-difluoro-1,2-dichloroethane